ClC=1C=C(C(=O)N[C@@H]2CC23CCN(CC3)CC(C(C)(C)C)=O)C=C(C1)F (R)-3-chloro-N-(6-(3,3-dimethyl-2-oxobutyl)-6-azaspiro[2.5]oct-1-yl)-5-fluorobenzamide